C(C)N(CC)C[C@@H]1[C@H]([C@]2([C@](C=3C(=NC(=CC3O2)OC)OC)([C@@H]1O)O)C1=CC=C(C#N)C=C1)C1=CC=CC=C1 |r| Rac-4-((5aR,6S,7S,8R,8aS)-7-((diethylamino)methyl)-8,8a-dihydroxy-1,3-dimethoxy-6-phenyl-6,7,8,8a-tetrahydro-5aH-cyclopenta[4,5]furo[3,2-c]pyridin-5a-yl)benzonitrile